3-({5-chloro-4-[4-fluoro-2-(2-hydroxypropan-2-yl)-1-(propan-2-yl)-1H-benzimidazol-6-yl]pyrimidin-2-yl}amino)-2,3-dideoxy-D-threo-pentitol monohydrate O.ClC=1C(=NC(=NC1)N[C@H](CCO)[C@H](O)CO)C=1C=C(C2=C(N(C(=N2)C(C)(C)O)C(C)C)C1)F